C(C)(C)(C)OC(=O)N1CCC(=CC1)C=1C(N=C2C=CC=CC12)=O (1-tert-butoxycarbonyl-1,2,3,6-tetrahydropyridin-4-yl)-indol-2-one